Racemic-5-((trans)-2,2-dichloro-3-(3,5-dichlorophenyl)cyclopropane-1-carboxamido)-2-fluoro-N-(4-fluorophenyl)benzamide ClC1([C@H]([C@@H]1C1=CC(=CC(=C1)Cl)Cl)C(=O)NC=1C=CC(=C(C(=O)NC2=CC=C(C=C2)F)C1)F)Cl |r|